OCC/C=C/CCC(OC)OC(CC\C=C\CCO)OC (3E)-6-hydroxy-3-hexenylmethoxymethyl ether